(2-amino-5-chloro-1-(3-hydroxy-2,6-dimethylphenyl)-1H-pyrrolo[2,3-b]pyridin-3-yl)(3-(trifluoromethyl)-5,6-dihydro-[1,2,4]triazolo[4,3-a]pyrazin-7(8H)-yl)methanone NC1=C(C=2C(=NC=C(C2)Cl)N1C1=C(C(=CC=C1C)O)C)C(=O)N1CC=2N(CC1)C(=NN2)C(F)(F)F